tert-butyl (2S,4R)-2-(dimethylcarbamothioyl)-4-[(3-acetamidophenyl)methoxy]pyrrolidine-1-carboxylate CN(C(=S)[C@H]1N(C[C@@H](C1)OCC1=CC(=CC=C1)NC(C)=O)C(=O)OC(C)(C)C)C